CC=1C(=NN2C1COCC2)[N+](=O)[O-] methyl-2-nitro-6,7-dihydro-4H-pyrazolo[5,1-c][1,4]oxazine